COC(=O)C1=C(N=CN(C1=O)C1=C(C=C(C=C1C)OC)Cl)N(CC1=CC=C(C=C1)OC)CC1=CC=C(C=C1)OC.N1=CC=C2N1CC=CN2 4,7-dihydropyrazolo[1,5-a]pyrimidine methyl-4-(bis(4-methoxybenzyl)amino)-1-(2-chloro-4-methoxy-6-methylphenyl)-6-oxo-1,6-dihydropyrimidine-5-carboxylate